C1(CC1)NC(C1=C(C=CC=C1)SC1=CC=C2C(=NN(C2=C1)C1OCCCC1)\C=C\C1=NC(=CC=C1)CCCN1CCCC1)=O N-cyclopropyl-2-[3-[(trans)-2-[6-(3-Pyrrolidin-1-ylpropyl)-2-pyridyl]vinyl]-1-tetrahydropyran-2-yl-indazol-6-yl]sulfanylbenzamide